anti-triazolone N=1N=NC(C1)=O